N1=CN=CC2=CC=CC(=C12)S(=O)(=O)N quinazoline-8-sulfonamide